8-(4-(3,4-bis(methyl-d3)phenyl)-5-(methyl-d3)pyridin-2-yl)-2-(methyl-d3)benzofuro[2,3-b]pyridine C(C=1C=C(C=CC1C([2H])([2H])[2H])C1=CC(=NC=C1C([2H])([2H])[2H])C1=CC=CC2=C1OC1=NC(=CC=C12)C([2H])([2H])[2H])([2H])([2H])[2H]